1-((3R,4S)-4-((5-(1-(2,2-difluoroethyl)-2-methyl-1H-benzo[d]imidazol-6-yl)-6-fluoro-4-(methoxy-d3)pyrrolo[2,1-f][1,2,4]triazin-2-yl)amino)-3-fluoropiperidin-1-yl)-2-hydroxyethan-1-one FC(CN1C(=NC2=C1C=C(C=C2)C=2C(=CN1N=C(N=C(C12)OC([2H])([2H])[2H])N[C@@H]1[C@@H](CN(CC1)C(CO)=O)F)F)C)F